CN1C(N(C2=C1C=C(C=C2)C2=CC(=NC=C2)C)C)=O 1,3-dimethyl-6-(2-methylpyridin-4-yl)-2-oxo-2,3-dihydro-1H-benzo[d]imidazol